tetra(triphenylphosphine) Palladium (0) [Pd].C1(=CC=CC=C1)P(C1=CC=CC=C1)C1=CC=CC=C1.C1(=CC=CC=C1)P(C1=CC=CC=C1)C1=CC=CC=C1.C1(=CC=CC=C1)P(C1=CC=CC=C1)C1=CC=CC=C1.C1(=CC=CC=C1)P(C1=CC=CC=C1)C1=CC=CC=C1